[La].[Cr].[Cu] copper-chromium-lanthanum